NC1=NNC2=CC=C(C(=C12)OC)C1=C(C=C(C=C1)S(=O)(=O)NC1C(CCC1)O)Cl 4-(3-amino-4-methoxy-1H-indazol-5-yl)-3-chloro-N-(2-hydroxycyclopentyl)benzenesulfonamide